F[C@@H](CN(CC[C@@H](C(=O)O)NC=1C2=C(N=CN1)C(=NN2)C)CCCCC2=NC=1NCCCC1C=C2)COC (S)-4-(((S)-2-fluoro-3-methoxypropyl)(4-(5,6,7,8-tetrahydro-1,8-naphthyridin-2-yl)butyl)amino)-2-((3-methyl-1H-pyrazolo[4,3-d]pyrimidin-7-yl)amino)butanoic acid